1-methylcyclopentan-1-ol CC1(CCCC1)O